4-((2-Methyl-4-phenylthiazol-5-yl)oxy)-N-(1-(methylsulfonyl)-1H-pyrazol-4-yl)pyridin-2-amine CC=1SC(=C(N1)C1=CC=CC=C1)OC1=CC(=NC=C1)NC=1C=NN(C1)S(=O)(=O)C